[I-].C(C)(=O)O[C@@]1([C@@H](O)O[C@@H]([C@]([C@@]1(O)OC(C)=O)(O)OC(C)=O)C(O)OC(C)=O)O 2,3,4,6-tetraacetyloxy-α-D-glucopyranose iodide